3-(((6-(1-methyl-1H-pyrazol-4-yl)pyrazolo[1,5-a]pyrazin-4-yl)oxy)methyl)piperidin CN1N=CC(=C1)C=1N=C(C=2N(C1)N=CC2)OCC2CNCCC2